3-aminoethylaminopropylmethyldimethoxysilane NCCNCCC[Si](OC)(OC)C